C1[C@@H]([C@H](O[C@H]1N2C=C(C(=O)NC2=O)CO[C@H]3[C@@H]([C@H]([C@@H]([C@H](O3)CO)O)O)O)CO)O The molecule is a pyrimidine 2'-deoxyribonucleoside having beta-D-glucopyranosyloxymethyluracil (base J) as the nucleobase. It has a role as a eukaryotic metabolite. It is a pyrimidine 2'-deoxyribonucleoside and a beta-D-glucoside. It derives from a 5-hydroxymethyluracil.